2-(4-(2,6-dimethylpyridin-4-yl)-2,6-bis(3,6-diphenyl-9H-carbazol-9-yl)phenyl)benzo[d]oxazole CC1=NC(=CC(=C1)C1=CC(=C(C(=C1)N1C2=CC=C(C=C2C=2C=C(C=CC12)C1=CC=CC=C1)C1=CC=CC=C1)C=1OC2=C(N1)C=CC=C2)N2C1=CC=C(C=C1C=1C=C(C=CC21)C2=CC=CC=C2)C2=CC=CC=C2)C